[Mg].[K] potassium-magnesium